1-(4-fluoro-2-iodophenyl)-3-(trifluoromethyl)-1H-pyrazol-5-amine FC1=CC(=C(C=C1)N1N=C(C=C1N)C(F)(F)F)I